2-(3-(1-(2-(benzyloxy)ethyl)-5-(pentan-3-ylcarbamoyl)-1H-pyrazol-3-yl)phenyl)oxazole-5-carboxylic acid C(C1=CC=CC=C1)OCCN1N=C(C=C1C(NC(CC)CC)=O)C=1C=C(C=CC1)C=1OC(=CN1)C(=O)O